C(C)C1(COC1)COCC1OCC1 [(3-ethyloxetan-3-yl)methoxy]methyl-oxetane